[Na+].N[C@@H](CCC(=O)[O-])C(=O)[O-].[Na+] Glutamate Sodium